N-(2-tert-Butoxy-ethyl)-2-ethylsulfanyl-4-methyl-6-morpholin-4-yl-pyridine-3-carboxylic acid amide C(C)(C)(C)OCCNC(=O)C=1C(=NC(=CC1C)N1CCOCC1)SCC